FCCOC1=CC=C(C=C1)[C@@H](C1CCNCC1)C1=CC=C(C=C1)F |o1:10| (R or S)-4-((4-(2-Fluoroethoxy)phenyl)(4-fluorophenyl)methyl)piperidine